N-(2-Amino-3-fluoro-4-((4-(trifluoromethyl)benzyl)amino)phenyl)-2,3-difluorooctanamid NC1=C(C=CC(=C1F)NCC1=CC=C(C=C1)C(F)(F)F)NC(C(C(CCCCC)F)F)=O